ClC1=C(C=CC(=C1C1=CC2=C(N=C(N=C2)SC)N(C1=O)C)Cl)N1C(C2=CC=CC=C2C1=O)=O 2-[2,4-dichloro-3-(8-methyl-2-methylsulfanyl-7-oxo-pyrido[2,3-d]pyrimidin-6-yl)phenyl]isoindoline-1,3-dione